N'-(3-(1H-1,2,4-triazol-1-yl)propyl)-N4-(cyclohexylmethyl)benzene-1,4-diamine N1(N=CN=C1)CCCN(C1=CC=C(C=C1)N)CC1CCCCC1